C(C)(C)(C)C=1C=C(CN(C(CN(S(=O)(=O)C2=C(C(=C(C(=C2F)F)F)F)F)CC2=C(C=C(C=C2)Cl)F)=O)C2=C(C=C(C(=O)O)C=C2)OC)C=C(C1)C1CC1 4-(N-(3-(tert-butyl)-5-cyclopropylbenzyl)-2-(N-(4-chloro-2-fluorobenzyl)-(2,3,4,5,6-pentafluorophenyl)sulfonamido)acetamido)-3-methoxybenzoic acid